dimethyl azelate (dimethylazelate) CC(CCCC(=O)O)(CCCC(=O)O)C.C(CCCCCCCC(=O)OC)(=O)OC